1,4-bis-(2-isocyanatoprop-2-yl)benzene N(=C=O)C(C)(C)C1=CC=C(C=C1)C(C)(C)N=C=O